CC(C)(C(CC(C(C)(C)C)=O)=O)C.[Ce+4] cerium (IV) 2,2,6,6-tetramethyl-3,5-heptane-dione